2-[(5-chloro-6-[(3-cyclopropyl-1H-pyrazol-5-yl)amino]-2-{[(1S)-1-(4-fluorophenyl)ethyl]amino}pyrimidin-4-yl)amino]propane-1,3-diol ClC=1C(=NC(=NC1NC1=CC(=NN1)C1CC1)N[C@@H](C)C1=CC=C(C=C1)F)NC(CO)CO